COCN1CCC(CC1)O (methoxymethyl)piperidin-4-ol